Cl[Pd](P(C(C)(C)C)(C(C)(C)C)C1=CC=C(C=C1)N(C)C)(P(C1=CC=C(C=C1)N(C)C)(C(C)(C)C)C(C)(C)C)Cl Dichloro-bis[di-tert-butyl-(p-dimethylaminophenyl)phosphino]Palladium